ClC1=NC=C(C(=C1)C1=C(C=NC(=C1)C)C(=O)NC=1SC2=C(N1)CN(C2)C(C2=CN=C(C=C2OC)C(F)(F)F)=O)OC 2'-chloro-5'-methoxy-N-(5-(4-methoxy-6-(trifluoromethyl)nicotinoyl)-5,6-dihydro-4H-pyrrolo[3,4-d]thiazol-2-yl)-6-methyl-[4,4'-bipyridine]-3-carboxamide